(2S,4R)-4-fluoro-N-[(S)-[3-fluoro-4-(propan-2-yl)phenyl](phenyl)methyl]-1-[2-(pyridazin-4-yl)acetyl]pyrrolidine-2-carboxamide F[C@@H]1C[C@H](N(C1)C(CC1=CN=NC=C1)=O)C(=O)N[C@@H](C1=CC=CC=C1)C1=CC(=C(C=C1)C(C)C)F